TRIETHYLSILYL ETHER C(C)[Si](CC)(CC)O[Si](CC)(CC)CC